N1=C(NC(C=C1)=O)C1=NC=NC=C1 [2,4'-bipyrimidine]-4(3H)-one